N[C@@]12CN(C[C@H]2C1)C(=O)OCC1=CC=CC=C1 Benzyl (1S,5R)-1-amino-3-azabicyclo[3.1.0]hexane-3-carboxylate